C(C)(C)(C)OC(N[C@H](C(=O)NC)CCCC1=CC=C(C=C1)O)=O (S)-(5-(4-hydroxyphenyl)-1-(methylamino)-1-oxopent-2-yl)carbamic acid tert-butyl ester